2,4-dihydro-1H-2,6-naphthyridin-3-one C1NC(CC2=CN=CC=C12)=O